C(C)(=O)OC(C)CCCCCC sec-octyl acetate